3-(4-((S)-2-amino-2-((1r,4S)-4-methylcyclohexyl)acetamido)phenyl)-4-chloro-2-methylpyridine 1-oxide N[C@H](C(=O)NC1=CC=C(C=C1)C=1C(=[N+](C=CC1Cl)[O-])C)C1CCC(CC1)C